C1=NC=C(C2=CC=CC=C12)N1C(N(C[C@H]1C#N)C1=C(C=CC(=C1)C(F)(F)F)OC)=O (S)-3-(isoquinolin-4-yl)-1-(2-methoxy-5-(trifluoromethyl)phenyl)-2-oxoimidazoline-4-carbonitrile